2-Amino-N-{1-[1,8-dichloro-5-(4-cyanopiperidin-1-yl)imidazo[1,5-a]pyridin-6-yl]ethyl}pyrazolo[1,5-a]pyrimidine-3-carboxamide NC1=NN2C(N=CC=C2)=C1C(=O)NC(C)C=1C=C(C=2N(C1N1CCC(CC1)C#N)C=NC2Cl)Cl